6-(((S)-1-phenylethyl)amino)-3-(tetrahydrofuran-3-yl)pyrimidine-2,4(1h,3h)-dione C1(=CC=CC=C1)[C@H](C)NC1=CC(N(C(N1)=O)C1COCC1)=O